CC(C)(C)[Si](C)(C)OC[C@H]1CO1 tert-butyldimethylsilyl (R)-(-)-glycidyl ether